CN1CCN(CC1)C(=O)N1CCC(CC1)NS(=O)(=O)C1=CC2=C(NC(=N2)C2=CC=CC=C2)C=C1 N-(1-(4-methylpiperazine-1-carbonyl)piperidin-4-yl)-2-phenyl-1H-benzo[d]imidazole-5-sulfonamide